C(=O)(OC1CCC(CC1)C(C)(C)C)OOC(=O)OC1CCC(CC1)C(C)(C)C di-(4-tert-butyl-cyclohexyl) peroxydicarbonate